N-{(1S)-1-[5-(7-Methoxy-2-methylchinolin-6-yl)-1,3-oxazol-2-yl]-7-oxononyl}-6-oxaspiro[2.5]octan-1-carboxamid COC1=C(C=C2C=CC(=NC2=C1)C)C1=CN=C(O1)[C@H](CCCCCC(CC)=O)NC(=O)C1CC12CCOCC2